C(CCC)OC(=O)C=1N=C(C2=CC(=CC=C2C1O)OC1=CC=CC=C1)C 4-hydroxy-1-methyl-7-phenoxyisoquinoline-3-carboxylic acid butyl ester